N-(3-cyanooxacyclobutan-3-yl)-3-(5-(difluoromethyl)-1,3,4-thiadiazol-2-yl)-N-(2,4-dimethoxybenzyl)-8-(4-isobutylpiperazin-1-yl)imidazo[1,5-a]pyridin-6-sulfonamide C(#N)C1(COC1)N(S(=O)(=O)C=1C=C(C=2N(C1)C(=NC2)C=2SC(=NN2)C(F)F)N2CCN(CC2)CC(C)C)CC2=C(C=C(C=C2)OC)OC